2-[(furan-2-ylmethyl)sulfanyl]-5-methylpyrazine O1C(=CC=C1)CSC1=NC=C(N=C1)C